[N-]=C=S.[Na+] sodium isothiocyanate